(2R,3S)-1,4-bis[2-(4-pyridyl)ethylsulfanyl]butane-2,3-diol N1=CC=C(C=C1)CCSC[C@@H]([C@@H](CSCCC1=CC=NC=C1)O)O